1-(6-chloropyrimidin-4-yl)cyclobutane-1-carbonitrile ClC1=CC(=NC=N1)C1(CCC1)C#N